[[4-[[4-[4-[6-chloro-4-(trifluoromethyl)-2-pyridyl] piperazin-1-yl] sulfonylphenyl] carbamoyl] phenyl] methyl] carbamate C(N)(OCC1=CC=C(C=C1)C(NC1=CC=C(C=C1)S(=O)(=O)N1CCN(CC1)C1=NC(=CC(=C1)C(F)(F)F)Cl)=O)=O